1-[2-fluoro-6-(methoxymethoxy)-4-methyl-phenyl]-4-methylsulfanyl-pyrrolo[1,2-d][1,2,4]triazine FC1=C(C(=CC(=C1)C)OCOC)C=1C=2N(C(=NN1)SC)C=CC2